C(C)(C)(C)N1N=C(C=C1)NC(=O)C=1C(N(C=CC1)C1=C(C=C(C=C1)F)OCC(F)(F)F)=O N-(1-tert-butyl-1H-pyrazol-3-yl)-1-[4-fluoro-2-(2,2,2-trifluoroethoxy)phenyl]-2-oxo-1,2-dihydropyridine-3-carboxamide